C(#N)C=1N=CN(C1)C1=NC(=CC(=N1)N1CCN(CC1)CC1=CC=C(CC=2C=3C4=C(C(N(C4=CC2)C2C(NC(CC2)=O)=O)=O)C=CC3)C=C1)C(F)(F)F 3-(6-(4-((4-(2-(4-cyano-1H-imidazol-1-yl)-6-(trifluoromethyl)pyrimidin-4-yl)piperazin-1-yl)methyl)benzyl)-2-oxobenzo[cd]indol-1(2H)-yl)piperidine-2,6-dione